(Z)-3-(5-((6-(4-(1-(4-hydroxyphenyl)-2-phenylbut-1-en-1-yl)phenoxy)hexa-2,4-diyn-1-yl)oxy)-1-oxoisoindolin-2-yl)piperidine-2,6-dione OC1=CC=C(C=C1)/C(=C(\CC)/C1=CC=CC=C1)/C1=CC=C(OCC#CC#CCOC=2C=C3CN(C(C3=CC2)=O)C2C(NC(CC2)=O)=O)C=C1